4-hydroxy-7-methoxyquinolinone OC1=CC(NC2=CC(=CC=C12)OC)=O